6-bromo-5-methoxy-1-methyl-1H-benzo[d]imidazole BrC=1C(=CC2=C(N(C=N2)C)C1)OC